3-[[7-hydroxy-4-(2-methyl-4-pyridyl)-3-tetrahydropyran-4-yl-1-isoquinolyl]oxy]cyclobutanecarboxylic acid OC1=CC=C2C(=C(N=C(C2=C1)OC1CC(C1)C(=O)O)C1CCOCC1)C1=CC(=NC=C1)C